(±)-cis-3-hydroxy-4-phenylpyrrolidine-1-carboxylic acid tert-butyl ester C(C)(C)(C)OC(=O)N1C[C@H]([C@H](C1)C1=CC=CC=C1)O |r|